NC=1C=2N(C3=CC(=CC=C3N1)C(=O)N1C(COCC1C1=CC=C(C=C1)C(F)(F)F)C)C=CC2 (4-aminopyrrolo[1,2-a]quinoxalin-8-yl)(3-methyl-5-(4-(trifluoromethyl)phenyl)morpholino)methanone